tert-butyl (R)-4-(4-(2-((1H-indole-2-yl) (2-methoxyphenyl)methyl)-3-oxoisoindole-5-yl)phenyl)piperazine-1-carboxylate N1C(=CC2=CC=CC=C12)[C@H](N1CC2=CC=C(C=C2C1=O)C1=CC=C(C=C1)N1CCN(CC1)C(=O)OC(C)(C)C)C1=C(C=CC=C1)OC